[4-[3-(4-Methoxy-3-methylphenyl)prop-2-enoyl]phenyl] prop-2-enoate C(C=C)(=O)OC1=CC=C(C=C1)C(C=CC1=CC(=C(C=C1)OC)C)=O